CC1(COC1)CNC(=O)C1CNC1 N-[(3-methyloxetan-3-yl)methyl]azetidine-3-carboxamide